7-chloro-3-(1-methyl-1,2,5,6-tetrahydropyridin-3-yl)-1H-indole ClC=1C=CC=C2C(=CNC12)C=1CN(CCC1)C